S1[As](SCC1)C1=CC=C(C=C1)N(C(=O)C1=NN(C(=C1)CC1=CC=CC=C1)C)CC1CCN(CC1)CC N-(4-(1,3,2-dithiarsolan-2-yl)phenyl)-5-benzyl-N-((1-ethylpiperidin-4-yl)methyl)-1-methyl-1H-pyrazole-3-carboxamide